O[C@H]1C=CC[C@H](C1)C(=O)OCC Ethyl (1R,5R)-5-hydroxycyclohex-3-ene-1-carboxylate